(S)-N-((S)-1-((3R,5'S)-5'-cyano-5-fluoro-2-oxospiro[indoline-3,3'-pyrrolidine]-1'-yl)-3-cyclopropyl-1-oxopropan-2-yl)-3,3-dimethyl-2-(2,2,2-trifluoroacetamido)butylamine C(#N)[C@@H]1C[C@@]2(CN1C([C@H](CC1CC1)NC[C@H](C(C)(C)C)NC(C(F)(F)F)=O)=O)C(NC1=CC=C(C=C12)F)=O